5-(benzyl-(methyl)amino)-2-(pyrimidin-2-yl)-4,5,6,7-tetrahydro-2H-indazol-3-ol C(C1=CC=CC=C1)N(C1CC2=C(N(N=C2CC1)C1=NC=CC=N1)O)C